C1(CC2C(CC1)O2)CC[Si](OC)(C)C β-(3,4-epoxycyclohexyl)ethyl-dimethylmethoxysilane